NC(C)C1=C2C=C(N(C(C2=CC=C1)=O)C)C#CC1=CC=CC=C1 5-(1-aminoethyl)-2-methyl-3-(phenylethynyl)isoquinolin-1(2H)-one